(5-methyl-4-((tetrahydro-2H-pyran-3-yl)amino)pyrimidin-2-yl)benzo[c][1,2]oxaborol-1(3H)-ol CC=1C(=NC(=NC1)C1C2=C(B(O1)O)C=CC=C2)NC2COCCC2